N1=NC=C(C=C1)C=1C=C2N(N=CC=C2N2CC3CCC(C2)N3C(=O)OC(C)(C)C)C1 tert-butyl 3-(6-(pyridazin-4-yl) pyrrolo[1,2-b]pyridazin-4-yl)-3,8-diazabicyclo[3.2.1]octane-8-carboxylate